NCC(=O)NC=1SC=C(N1)/C(/C(=O)NC1B(OC2=C(C1)C=CC=C2C(=O)O)O)=N/OC (Z)-3-(2-(2-(2-aminoacetamido)thiazol-4-yl)-2-(methoxyimino)acetamido)-2-hydroxy-3,4-dihydro-2H-benzo[e][1,2]oxaborinine-8-carboxylic acid